C1=C(C=CC2=CC=CC=C12)CO[C@@H]1[C@H](C(O)O[C@@H]([C@H]1O)CO)O 3-O-(2-naphthylmethyl)-D-glucopyranose